1,6-bis(2,5-dibromothiophene-3-yl)hexane BrC=1SC(=CC1CCCCCCC1=C(SC(=C1)Br)Br)Br